1-((R)-1-(2-cyclopropylpyrimidin-5-yl)ethyl)-4-oxo-6-((1S,2S)-2-(pyrimidin-2-yl)cyclobutyl)-4,5-dihydro-1H-pyrazolo[3,4-d]pyrimidine-3-carbonitrile C1(CC1)C1=NC=C(C=N1)[C@@H](C)N1N=C(C2=C1N=C(NC2=O)[C@@H]2[C@H](CC2)C2=NC=CC=N2)C#N